ethyl-2-(2-hydroxy-4-methylphenyl)imidazole C(C)C=1N=C(NC1)C1=C(C=C(C=C1)C)O